F[C@@]12[C@]3(C=CCC=C3CC[C@H]1[C@@H]1C[C@H]([C@](CCO)([C@]1(C[C@@H]2O)C)O)O)C (11beta,16alpha)-9-Fluoro-11,16,17,21-tetrahydroxypregna-1,4-diene